4-(5-chloro-[1,1'-biphenyl]-3-yl)-6-phenyldibenzo[b,d]furan ClC=1C=C(C=C(C1)C1=CC=CC=C1)C1=CC=CC2=C1OC1=C2C=CC=C1C1=CC=CC=C1